N1=C(C=NC=C1)[S-] pyrazine-2-thiolate